C(#N)C1=NC(=NC=N1)N1CC2CCC(C1)N2C(=O)OC(C)(C)C tert-Butyl 3-(4-cyano-1,3,5-triazin-2-yl)-3,8-diazabicyclo[3.2.1]octane-8-carboxylate